1-(1H-indol-2-yl)propan-1-one N1C(=CC2=CC=CC=C12)C(CC)=O